The molecule is a pyrazolopyrimidine that is 1H-pyrazolo[3,4-d]pyrimidin-4-amine which is substituted at positions 1 and 3 by tetrahydro-2H-pyran-4-yl and (m-chlorophenoxy)methyl groups, respectively. It is a selective inhibitor of the epsilon isoform of casein kinase 1 (CK1epsilon). It has a role as an EC 2.7.11.1 (non-specific serine/threonine protein kinase) inhibitor. It is a pyrazolopyrimidine, a member of monochlorobenzenes, an aromatic ether and a member of oxanes. C1COCCC1N2C3=NC=NC(=C3C(=N2)COC4=CC(=CC=C4)Cl)N